C1(CC1)C=1C(=C(OC=2C(=C3C(=NC2)C=CC(O3)(C)C)C(=O)NN(C(=O)OC)CC3=C(C=C(C=C3)C)C)C=CC1)F methyl 2-(7-(3-cyclopropyl-2-fluorophenoxy)-2,2-dimethyl-2H-pyrano[3,2-b]pyridine-8-carbonyl)-1-(2,4-dimethylbenzyl)hydrazine-1-carboxylate